C(C1CO1)OCCCCOCC1CO1 1,4-Bis(2,3-epoxypropoxy)butane